CSC1=NC(=C2N(C=NC2=N1)C1COCCC1)N1CC2CCC(C1)N2C(=O)OC(C)(C)C tert-butyl 3-{2-(methylsulfanyl)-7-[oxan-3-yl]-7H-purin-6-yl}-3,8-diazabicyclo[3.2.1]octane-8-carboxylate